O=S1(CCC(CC1)NC(COC1=CC=C2C(=NN(C2=C1)C)C1C(NC(CC1)=O)=O)=O)=O N-(1,1-Dioxidotetrahydro-2H-thiopyran-4-yl)-2-((3-(2,6-dioxopiperidin-3-yl)-1-methyl-1H-indazol-6-yl)oxy)acetamide